N1C=NC(=C1)C[C@@H](C1=NC(=NO1)CCC1=CC=CC=C1)NC([C@H](CC1=C(C=C(C=C1C)O)C)NC([C@@H](CCCNC(=N)N)N)=O)=O (R)-N-((S)-1-(((S)-2-(1H-imidazol-4-yl)-1-(3-phenethyl-1,2,4-oxadiazol-5-yl)ethyl)amino)-3-(4-hydroxy-2,6-dimethylphenyl)-1-oxopropan-2-yl)-2-amino-5-guanidino-pentanamide